C(C)(=O)[C@@H]1C([C@H]1C(=O)O)(C)C |r| trans-racemic-3-acetyl-2,2-dimethyl-cyclopropanecarboxylic acid